COC(=O)C=1N=C(N2C1CNCC2)C(F)(F)F 3-(trifluoromethyl)-5H,6H,7H,8H-imidazo[1,5-a]pyrazine-1-carboxylic acid methyl ester